BrCC1=CC=C(C=C1)C1=CC=C(C=C1)C(N)=N 4-(bromomethyl)-4'-carbamimidoyl-1,1'-biphenyl